[OH-].[OH-].[OH-].[OH-].[OH-].[Al](Cl)(Cl)Cl Aluminum chloride pentahydroxide